5-chloro-2-(3-chloro-2-pyridinyl)-N-(1,6-dibromo-3-carbamoyl-2-naphthyl)pyrazole-3-carboxamide ClC=1C=C(N(N1)C1=NC=CC=C1Cl)C(=O)NC1=C(C2=CC=C(C=C2C=C1C(N)=O)Br)Br